NC(C(OC=1C=CC(=C(C(=O)OC)C1)C)(C)C)=O methyl 5-(2-amino-1,1-dimethyl-2-oxo-ethoxy)-2-methyl-benzoate